3-Nitrobenzaldehyd [N+](=O)([O-])C=1C=C(C=O)C=CC1